iron di(dibutylphosphinate) C(CCC)P([O-])(=O)CCCC.C(CCC)P([O-])(=O)CCCC.[Fe+2]